N-[4-(5-Chloro-1,3-benzoxazol-2-yl)phenyl]-2-hydroxypropanamid ClC=1C=CC2=C(N=C(O2)C2=CC=C(C=C2)NC(C(C)O)=O)C1